FC1=CC=C(C=C1)C1=CN=CC(=N1)C(=O)N1C2=C(OC(C1)C(=O)OCC)C=CC=C2 Ethyl 4-(6-(4-fluorophenyl)pyrazine-2-carbonyl)-3,4-dihydro-2H-benzo[b][1,4]-oxazine-2-carboxylate